N1C(=NC2=C1C=CC=C2)CCN2CC(CC2)C=2SC=C(N2)C(=O)NCC2=NC=CC=C2 2-{1-[2-(1H-1,3-Benzodiazol-2-yl)ethyl]pyrrolidin-3-yl}-N-(pyridin-2-ylmethyl)-1,3-thiazole-4-carboxamide